CC1=CC=C(C=C1)S(=O)(=O)OC1=CC(=C(C(=C1)OCC1=CC=CC=C1)C(=O)N1CC2=CC=C(C=C2C1)C=O)OS(=O)(=O)C1=CC=C(C)C=C1 5-(benzyloxy)-4-(5-formyl-isoindoline-2-carbonyl)-1,3-phenylene bis(4-toluenesulfonate)